(2R,3R,4R,5S)-5-amino-2-(13-azido-2,5,8,11-tetraoxatridecyl)tetrahydro-2H-pyran-3,4-diol N[C@@H]1[C@H]([C@H]([C@H](OC1)COCCOCCOCCOCCN=[N+]=[N-])O)O